N-(2-pyridylmethyl)-N'-(2-aminoethyl)-N'-(5,6,7,8-tetrahydro-8-quinolinyl)-1,4-xylylenediamine N1=C(C=CC=C1)CNCC1=CC=C(C=C1)CN(C1CCCC=2C=CC=NC12)CCN